O1C(=CC=C1)CNC(=O)NC(CNC(C1=CC=C(C=C1)COC1=CC=C2C(=CC(OC2=C1)=O)C)=O)=O N-[2-(2-furylmethylcarbamoylamino)-2-oxo-ethyl]-4-[(4-methyl-2-oxo-chromen-7-yl)oxymethyl]benzamide